2,2-difluoro-1-(3-(trifluoromethyl)phenyl)ethanamine hydrochloride Cl.FC(C(N)C1=CC(=CC=C1)C(F)(F)F)F